ClC=1C=C(OC2=NC=C(C=N2)C2=CN=CC(=N2)NC2CN(C2)C(=O)OC(C)(C)C)C=CC1 tert-butyl 3-[[6-[2-(3-chlorophenoxy) pyrimidin-5-yl]pyrazin-2-yl]amino]azetidine-1-carboxylate